3-bromo-4,4'-dimethoxybenzophenone BrC=1C=C(C(=O)C2=CC=C(C=C2)OC)C=CC1OC